ClC=1C(=C(C(=NC1)C#N)Cl)Cl trichloropyridinecarbonitrile